BrC1=CC=C(C=C1)N1N=C(C(=C1)[C@H]1O[C@H](C(N1CCC1=CC2=C(NC(N2)=O)C=C1)=O)C)C1=NC=C(C=C1)Cl (2R,5S)-2-(1-(4-bromophenyl)-3-(5-chloropyridin-2-yl)-1H-pyrazol-4-yl)-5-methyl-3-(2-(2-oxo-2,3-dihydro-1H-benzo[d]imidazol-5-yl)ethyl)oxazolidin-4-one